C(C)OC(CCCC)(OCC)OCC 1,1,1-triethoxypentane